FC(CN1N=CC(=C1)C1=C(C(=O)O)C=CC=C1)(F)F 2-[1-(2,2,2-trifluoroethyl)-1H-pyrazol-4-yl]benzoic acid